N-(4-amino-1-tetrahydropyran-2-yl-pyrazolo[4,3-c]pyridin-7-yl)-N'-benzyl-N'-[(4-chloro-2-methyl-phenyl)methyl]oxamide NC1=NC=C(C2=C1C=NN2C2OCCCC2)NC(=O)C(=O)N(CC2=C(C=C(C=C2)Cl)C)CC2=CC=CC=C2